NC1=C(C(=O)N(C)C)C=C(C=C1F)C=1C=C2C(=NC1)NC=C2C=O 2-amino-3-fluoro-5-(3-formyl-1H-pyrrolo[2,3-b]pyridin-5-yl)-N,N-dimethylbenzamide